N-(3-bromo-1H-indazol-5-yl)-5-cyano-3,4-dimethylpicolinamide BrC1=NNC2=CC=C(C=C12)NC(C1=NC=C(C(=C1C)C)C#N)=O